OC1=CC=C(CNC(CC2=CC=3NC4=CC(=CC=C4C3C=C2)OC)=O)C=C1 N-(4-hydroxybenzyl)-2-(7-methoxy-9H-carbazol-2-yl)acetamide